C1(CCC1)C=1C(=NN2C1C=CC=C2C2CC2)NC(CC(C)(C)O)=O N-(3-cyclobutyl-7-cyclopropylpyrazolo[1,5-a]pyridin-2-yl)-3-hydroxy-3-methylbutanamide